ClC1=[N+](C=C(C(=C1)[N+](=O)[O-])OC1=C(C=CC=C1C)C)[O-] 2-chloro-5-(2,6-dimethylphenoxy)-4-nitropyridine 1-oxide